C(C=C)(=O)NC=1C=C(C=CC1)NC=1C2=C(NN1)C(N(C2)C(=O)N[C@H](CN(C)C)C2=CC=CC=C2)(C)C (S)-3-((3-acrylamidophenyl)amino)-N-(2-(dimethylamino)-1-phenylethyl)-6,6-dimethyl-4,6-dihydropyrrolo[3,4-c]pyrazole-5(1H)-carboxamide